5-(methylamino)-3-[2-(2-methylquinolin-7-yl)ethynyl]Pyrazole-4-carboxamide CNC1=C(C(=NN1)C#CC1=CC=C2C=CC(=NC2=C1)C)C(=O)N